2-((1-(4-(1H-pyrazol-4-yl)phenyl)piperidin-4-yl)methyl)-2-azaspiro[4.5]decane-1-one N1N=CC(=C1)C1=CC=C(C=C1)N1CCC(CC1)CN1C(C2(CC1)CCCCC2)=O